(S)-3-(5-(2,6-dimethylphenyl)thiophen-2-yl)-3-(3-(4-hydroxy-1,6-dimethyl-2-oxo-1,2-dihydropyridin-3-yl)ureido)propionic acid ethyl ester C(C)OC(C[C@H](NC(=O)NC=1C(N(C(=CC1O)C)C)=O)C=1SC(=CC1)C1=C(C=CC=C1C)C)=O